C[C@@H]1N(CC1)C=1N=C(C2=C(N1)CC1(CC1)C2)C2=CC=CC=C2 2-[(2S)-2-methylazetidin-1-yl]-4-phenyl-spiro[5,7-dihydrocyclopenta[d]pyrimidine-6,1'-cyclopropane]